C(C)(C)(C)OC(N[C@H](C=O)C[C@H]1C(NCC1)=O)=O.C1(CC(=CC=C1)C)(C)S(=O)(=O)Cl m-xylenesulfonyl chloride tert-butyl-N-[(2S)-1-oxo-3-[(3S)-2-oxopyrrolidin-3-yl]propan-2-yl]carbamate